Isopropyl (5-(2-amino-7-methylbenzo[d]thiazol-6-yl)-2-methylpyridin-3-yl)carbamate NC=1SC2=C(N1)C=CC(=C2C)C=2C=C(C(=NC2)C)NC(OC(C)C)=O